tert-butyl (2S,4S)-2-[(methanesulfonyloxy)methyl]-4-(trifluoromethyl)pyrrolidine-1-carboxylate CS(=O)(=O)OC[C@H]1N(C[C@H](C1)C(F)(F)F)C(=O)OC(C)(C)C